FC(C1=CC=C(C=N1)[C@@H](CC)NC(=O)C=1C=C(N2CCCCC12)C(=O)N1[C@H](CCC1)C)(F)F 3-((S)-2-methylpyrrolidine-1-carbonyl)-5,6,7,8-tetrahydro-indolizine-1-carboxylic acid [(R)-1-(6-trifluoromethyl-pyridin-3-yl)-propyl]-amide